C[C@@H]([C@H](C(=O)O)[NH3+])O The molecule is the D-enantiomer of threoninium. It has a role as a Saccharomyces cerevisiae metabolite. It is a conjugate acid of a D-threonine. It is an enantiomer of a L-threoninium.